COC=1C=C(CN(C=2SC=C(N2)COCCOC2CCOCC2)CC2=CC(=CC=C2)OC)C=CC1 N,N-bis(3-methoxybenzyl)-4-((2-(tetrahydro-2H-pyran-4-yloxy)ethoxy)methyl)thiazol-2-amine